(±)-1-(2-methyl-6-(2,2,2-trifluoroethoxy)pyrimidin-4-yl)ethane-1-amine CC1=NC(=CC(=N1)[C@@H](C)N)OCC(F)(F)F |r|